Titanium oxide Niobium [Nb+5].[O-2].[Ti+4]